methyl 3-(9-((4-(((tert-butoxycarbonyl)amino)methyl)-2-ethoxyphenyl)carbamoyl)-4,5-dihydrobenzo[b]thieno[2,3-d]oxepin-8-yl)-6-(propylcarbamoyl)picolinate C(C)(C)(C)OC(=O)NCC1=CC(=C(C=C1)NC(=O)C1=CC2=C(OCCC3=C2SC=C3)C=C1C=1C(=NC(=CC1)C(NCCC)=O)C(=O)OC)OCC